C[C@@H]1CNC(O1)=O (R)-5-methyloxazolidin-2-one